methyl 2-[(1S,4S,5R)-5-[[1-cyclopropyl-4-(2,6-dichlorophenyl)-1H-pyrazol-5-yl]methoxy]-2-azabicyclo[2.2.1]heptan-2-yl]-4-(oxan-4-yl)-1,3-benzothiazole-6-carboxylate C1(CC1)N1N=CC(=C1CO[C@H]1[C@@H]2CN([C@H](C1)C2)C=2SC1=C(N2)C(=CC(=C1)C(=O)OC)C1CCOCC1)C1=C(C=CC=C1Cl)Cl